C(C)(C)(C)OC(=O)C1=CC=C(C=2CCOC21)Br 4-bromo-2,3-dihydrobenzofuran-7-carboxylic acid tert-butyl ester